(S)-2-(4-(4-cyclopropylpyrazolo[1,5-a]pyridin-2-yl)-1,4,6,7-tetrahydro-5H-imidazo[4,5-c]pyridin-5-yl)-5-(3-methylpyridin-2-yl)-1,3,4-oxadiazole C1(CC1)C=1C=2N(C=CC1)N=C(C2)[C@H]2N(CCC1=C2N=CN1)C=1OC(=NN1)C1=NC=CC=C1C